(3S)-3-[[(4-methylbenzenesulfonyl)oxy]methyl]piperidine-1-carboxylic acid tert-butyl ester C(C)(C)(C)OC(=O)N1C[C@H](CCC1)COS(=O)(=O)C1=CC=C(C=C1)C